ClC1=CC=C(C=C1)[Co] (4-chlorophenyl)cobalt